4-Amino-3-nitrobenzoic acid NC1=C(C=C(C(=O)O)C=C1)[N+](=O)[O-]